1,2-dimethyl-3-(3-methylbenzyl)imidazolium chloride [Cl-].CN1C(=[N+](C=C1)CC1=CC(=CC=C1)C)C